mesityl-λ3-iodanediyl bis(3-(trifluoromethyl)bicyclo[1.1.1]pentane-1-carboxylate) FC(C12CC(C1)(C2)C(=O)OI(C2=C(C=C(C=C2C)C)C)OC(=O)C21CC(C2)(C1)C(F)(F)F)(F)F